COC1=CC(=NC=C1C#CC1=C(C=CC=C1)NS(=O)(=O)C=1C=CC(=C2C=CC=NC12)OC(F)(F)F)C(=O)O 4-Methoxy-5-[2-(5-trifluoromethoxy-quinoline-8-sulfonylamino)-phenylethynyl]-pyridine-2-carboxylic acid